(6aR,7R,10aS)-4-(2-fluorophenyl)-7,10a-dimethyl-2-(2-((methylsulfonyl)methyl)pyridin-4-yl)-8-oxo-5,6,6a,7,8,10a-hexahydrobenzo[h]quinazoline-9-carbonitrile FC1=C(C=CC=C1)C1=NC(=NC=2[C@]3([C@H](CCC12)[C@H](C(C(=C3)C#N)=O)C)C)C3=CC(=NC=C3)CS(=O)(=O)C